tert-butyl N-(tert-butoxycarbonyl)-N-(3-iodo-6-morpholinoimidazo[1,2-b]pyridazin-8-yl)glycinate C(C)(C)(C)OC(=O)N(CC(=O)OC(C)(C)C)C=1C=2N(N=C(C1)N1CCOCC1)C(=CN2)I